bis(2,6-dimethoxyphenyl)chlorophosphine COC1=C(C(=CC=C1)OC)P(Cl)C1=C(C=CC=C1OC)OC